O1C[C@@H](CCC1)NC1=NN=C(C=2N1C=CC2)C2=C(C=C(C=C2)C(F)(F)F)O 2-(4-{[(3R)-oxacyclohex-3-yl]amino}pyrrolo[1,2-d][1,2,4]triazin-1-yl)-5-(trifluoromethyl)phenol